tert-butyl 4-(4-fluoro-1-methyl-1H-indol-6-yl)piperidine-1-carboxylate FC1=C2C=CN(C2=CC(=C1)C1CCN(CC1)C(=O)OC(C)(C)C)C